BrC1=NC=CC(=C1)N1C2=CC=CC=C2C=2C=CC=CC12 9-(2-bromopyridine-4-yl)-9H-carbazole